COC1=CC=C(CCC(=O)O)C=C1.C(C)(=O)O.C1(=CC=CC=C1)OC anisole acetate (4-methoxybenzyl-acetate)